FC1(CCC(C(C1)C(=O)OCC)=O)F Ethyl 5,5-difluoro-2-oxo-cyclohexanecarboxylate